C(C)(C)(C)NCC(=O)NCC1=C(C(=CC=C1)Cl)F 2-(tert-butylamino)-N-(3-chloro-2-fluorobenzyl)acetamide